N1(C=NC=C1)C=1C(C=C2[C@H](CCC3=C(C2=CC1)C(=C(C(=C3)OC)OC)OC)NC(C)=O)=O (S)-N-{10-(1H-imidazol-1-yl)-1,2,3-trimethoxy-9-oxo-5,6,7,9-tetrahydrobenzo[a]heptalen-7-yl}acetamide